1'-(2,4-dimethoxybenzyl)spiro[cyclohexane-1,3'-indoline]-2',4-dione COC1=C(CN2C(C3(C4=CC=CC=C24)CCC(CC3)=O)=O)C=CC(=C1)OC